(1R,3S,5R)-2-(4-Methoxy-benzenesulfonyl)-2-azabicyclo[3.1.0]hexane-3-carboxylic acid benzothiazol-5-ylmethyl-(4,4-difluoro-cyclohexyl)-amide S1C=NC2=C1C=CC(=C2)CN(C(=O)[C@H]2N([C@@H]1C[C@@H]1C2)S(=O)(=O)C2=CC=C(C=C2)OC)C2CCC(CC2)(F)F